2,5-bis(hydroxymethyl)-1,4-dioxan OCC1OCC(OC1)CO